3-(6-Fluoro-4-(1-(7-(2-methoxy-5-(4-oxo-4,6-dihydro-5H-thieno[2,3-c]pyrrol-5-yl)phenoxy)heptyl)piperidin-4-yl)-1-oxoisoindolin-2-yl)piperidine-2,6-dione FC1=CC(=C2CN(C(C2=C1)=O)C1C(NC(CC1)=O)=O)C1CCN(CC1)CCCCCCCOC1=C(C=CC(=C1)N1CC2=C(C1=O)C=CS2)OC